3-fluoro-N-methyl-5-(piperidin-4-yl)pyridine-2-carboxamide TFA salt OC(=O)C(F)(F)F.FC=1C(=NC=C(C1)C1CCNCC1)C(=O)NC